COC1=C2C(=CNC(C2=CC=C1)=O)C(C)N(C(=O)N)C 1-(1-(5-methoxy-1-oxo-1,2-dihydroisoquinolin-4-yl)ethyl)-1-methylurea